potassium di(dodecyloxy) phosphate P(=O)(OOCCCCCCCCCCCC)(OOCCCCCCCCCCCC)[O-].[K+]